Methyl 2-[4-[(E)-3-(3-chloro-4-hydroxyphenyl)prop-2-enoyl]phenoxy]acetate ClC=1C=C(C=CC1O)/C=C/C(=O)C1=CC=C(OCC(=O)OC)C=C1